N(=[N+]=[N-])[C@H]1[C@@H](O[C@@H]([C@H]([C@@H]1OCC1=CC=CC=C1)OCC1=CC=CC=C1)COCC1=CC=CC=C1)O[C@@H]([C@H](CO[Si](C)(C)C(C)(C)C)OCC1=CC=CC=C1)[C@H](O)COC1=CC=C(C=C1)OC 3-O-(2-azido-3,4,6-tri-O-benzyl-2-deoxy-β-D-glucopyranosyl)-2-O-benzyl-1-O-tert-butyldimethylsilyl-5-O-(4-methoxyphenyl)-D-ribitol